C(CCCCCCCCCCCCCCC)OC(CCCCCCCCCCCCCCCCCCCCC)=O.C(CCCCCCCCCCCCCCCCC)(=O)OCCCCCCCCCCCCCCCCCC stearyl stearate cetyl-behenate